butyl N-{6-[(3-chlorophenyl)methyl]pyridazin-3-yl}carbamate ClC=1C=C(C=CC1)CC1=CC=C(N=N1)NC(OCCCC)=O